1,4,5-trihydroxyanthraquinone OC1=CC=C(C=2C(C3=C(C=CC=C3C(C12)=O)O)=O)O